3-{1-[4-(morpholine-4-carbonyl)-phenyl]-1H-[1,2,3]triazol-4-yl}-1H-[1,8]naphthyridin-2-one N1(CCOCC1)C(=O)C1=CC=C(C=C1)N1N=NC(=C1)C=1C(NC2=NC=CC=C2C1)=O